C(O)C(=CC(=O)N)CO di(methylol)acrylamide